CC=1C(=NOC1C)N(S(=O)(=O)C=1C(=CC=CC1)C1=C(C=C(C=C1)CN1C(=NC2=C1C=C(C=C2C)C2=NC1=C(N2C)C=CC=C1)CC)COCC)COC N-(4,5-dimethylisoxazol-3-yl)-2'-(ethoxymethyl)-4'-((2'-ethyl-1,7'-dimethyl-1H,3'H-[2,5'-bibenzo[d]imidazol]-3'-yl)methyl)-N-(methoxymethyl)-[1,1'-biphenyl]-2-sulfonamide